Cl.CN1CCN(CC1)CCN 2-(4-methylpiperazin-1-yl)ethan-1-amine hydrochloride